1-[(4R)-4-[3-fluoro-6-(1-methylpyrazol-4-yl)pyrazolo[1,5-a]pyrazin-4-yl]oxyazepan-1-yl]prop-2-en-1-one FC=1C=NN2C1C(=NC(=C2)C=2C=NN(C2)C)O[C@H]2CCN(CCC2)C(C=C)=O